CC(C)(C)[S@@](=O)/N=C/C1=CC2=C(N(C=N2)COCC[Si](C)(C)C)C=C1 (R,E)-2-methyl-N-((1-((2-(trimethylsilyl)ethoxy)methyl)-1H-benzo[d]imidazol-5-yl)methylene)propane-2-sulfinamide